SC=1C(=C(C=CC1)S)S trimercaptobenzene